samarium-iron-boron [B].[Fe].[Sm]